butane bromine salt [Br].CCCC